(2R)-4-(7-(2-((tert-Butoxycarbonyl)amino)-7-fluorobenzo[d]thiazol-4-yl)-6-chloro-3-cyano-8-fluoroquinolin-4-yl)-2-methylpiperazine-1-carboxylic acid tert-butyl ester C(C)(C)(C)OC(=O)N1[C@@H](CN(CC1)C1=C(C=NC2=C(C(=C(C=C12)Cl)C1=CC=C(C2=C1N=C(S2)NC(=O)OC(C)(C)C)F)F)C#N)C